methyl (E)-4-(N'-hydroxycarbamimidoyl)benzoate O\N=C(\N)/C1=CC=C(C(=O)OC)C=C1